C(C)(C)(C)C1N(CC12CC(C2)CC(=O)OCC)C(=O)O[C@@H]2[C@@H](C1=CC=CC=C1C2)NC2=NC=NC1=C(C=C(C=C21)C2=CC=C(C=C2)F)OC (1R,2S)-1-[[6-(4-fluorophenyl)-8-methoxy-quinazolin-4-yl]amino]indan-2-ol tert-butyl-6-(2-ethoxy-2-oxo-ethyl)-2-azaspiro[3.3]heptane-2-carboxylate